5-chloro-8-((4-fluoro-1-(oxazol-2-yl)-1H-indol-6-yl)sulfonyl)-3-hydroxyquinazoline-2,4(1H,3H)-dione ClC1=C2C(N(C(NC2=C(C=C1)S(=O)(=O)C1=CC(=C2C=CN(C2=C1)C=1OC=CN1)F)=O)O)=O